2-(4-{3-[4-(4-Fluorobutoxy)butylamino]prop-1-ynyl}phenyl)-3-(3-hydroxyphenyl)-4-methyl-2H-chromen-6-ol FCCCCOCCCCNCC#CC1=CC=C(C=C1)C1OC2=CC=C(C=C2C(=C1C1=CC(=CC=C1)O)C)O